O1COC2=C1C=CC(=C2)OC2=NC=CC(=C2)N2C(NC(C2=O)(C)C)=O 3-[2-(1,3-benzodioxol-5-yloxy)-4-pyridyl]-5,5-dimethyl-imidazolidine-2,4-dione